1-(tert-butyl) 5-methyl 7-formyl-1H-pyrrolo[3,2-b]pyridine-1,5-dicarboxylate C(=O)C1=C2C(=NC(=C1)C(=O)OC)C=CN2C(=O)OC(C)(C)C